BrC=1N=C(N(C1C(=O)NCCCO)CC1=CC=C(C=C1)Cl)OC1=CC(=CC=C1)F 4-bromo-1-[(4-chlorophenyl)methyl]-2-(3-fluorophenoxy)-N-(3-hydroxypropyl)-1H-imidazole-5-carboxamide